[Cl-].CN(C1=CC=[N+](C=C1)C(C1=CC=CC=C1)(C1=CC=CC=C1)C1=CC=CC=C1)C 4-(dimethylamino)-1-(trityl)pyridinium chloride